1-butyldimethylimidazole tetrafluoroborate F[B-](F)(F)F.C(CCC)N1C(=NC(=C1)C)C